terephthaloyl-bis(2-methylaziridine) C(C1=CC=C(C(=O)N2C(C2)C)C=C1)(=O)N1C(C1)C